N-[2-(4,4-difluoro-1-piperidyl)-6-(7,8-dihydro-5H-1,6-naphthyridin-6-yl)-4-methyl-3-pyridyl]-2,5-dimethyl-oxazole-4-carboxamide FC1(CCN(CC1)C1=NC(=CC(=C1NC(=O)C=1N=C(OC1C)C)C)N1CC=2C=CC=NC2CC1)F